4-bromo-1-tetrahydropyran-2-yl-indazole-6-carbonitrile BrC1=C2C=NN(C2=CC(=C1)C#N)C1OCCCC1